N1=C(C=CC=C1)CNCC1=CC=C(C=C1)CN(C1CCCC=2C=CC=NC12)CCNCC=1NC=CN1 N-(2-pyridinylmethyl)-N'-[2-[(1H-imidazol-2-ylmethyl)amino]ethyl]-N'-(5,6,7,8-tetrahydro-8-quinolinyl)-1,4-benzenedimethanamine